C(C)(C)(C)C1=C(C=CC=C1)OP(=O)(OC1=C(C=CC=C1)C(C)(C)C)OC1=C(C=CC=C1)C(C)(C)C tris-(t-butylphenyl)phosphate